NC=1C=CC(=C(C(=O)N(C=2C(=C(C(=CC2)F)N(C(OC(C)(C)C)=O)C(=O)OC(C)(C)C)F)C)C1)Cl tert-Butyl N-[3-[(5-amino-2-chloro-benzoyl)-methyl-amino]-2,6-difluorophenyl]-N-tert-butoxycarbonyl-carbamate